5-(2,3-dimethylphenyl)-3-iodo-6-methoxy-1-(4-methoxybenzyl)-1H-pyrazolo[4,3-b]pyridine CC1=C(C=CC=C1C)C1=C(C=C2C(=N1)C(=NN2CC2=CC=C(C=C2)OC)I)OC